6-METHOXY-N-(4-CHLOROPHENYL)-2-(TRIFLUOROMETHYL)-1H-IMIDAZO[4,5-B]PYRAZIN-5-AMINE COC1=C(N=C2C(=N1)NC(=N2)C(F)(F)F)NC2=CC=C(C=C2)Cl